C1(CCC1)CN(C(OC(C)(C)C)=O)[C@H]1CN(CCC1)C=1N=NC(=CC1)C1(CC1)N1N=NC(=C1)C=1C=NC=C(C1)OC tert-butyl (R)-(cyclobutylmethyl)(1-(6-(1-(4-(5-methoxypyridin-3-yl)-1H-1,2,3-triazol-1-yl)cyclopropyl) pyridazin-3-yl)piperidin-3-yl)carbamate